N,N-diphenyl-4-(10-(quinolin-4-yl)anthracen-9-yl)aniline C1(=CC=CC=C1)N(C1=CC=C(C=C1)C=1C2=CC=CC=C2C(=C2C=CC=CC12)C1=CC=NC2=CC=CC=C12)C1=CC=CC=C1